7-bromo-4-((1R,5R,6R)-6-((tert-butyldimethylsilyl)oxy)-3-azabicyclo[3.2.1]octan-3-yl)-2-chloro-6,8-difluoroquinazoline BrC1=C(C=C2C(=NC(=NC2=C1F)Cl)N1C[C@H]2C[C@H]([C@@H](C1)C2)O[Si](C)(C)C(C)(C)C)F